COC(=O)C=1C(N(C2=CC(=CC=C2C1N)Cl)C1=CC=C(C=C1)N)=O 4-Amino-7-chloro-1-(4-aminophenyl)-2-oxo-1,2-dihydroquinoline-3-carboxylic acid methyl ester